CSC=1SC2=C(N1)SC(=C2)C(=O)[O-] 2-methylsulfanylthieno[2,3-d]thiazole-5-carboxylate